(1-benzofuran-5-yl)benzenesulfonamide O1C=CC2=C1C=CC(=C2)C2=C(C=CC=C2)S(=O)(=O)N